2-chloro-3,4-dimethoxybenzothioamide ClC1=C(C(N)=S)C=CC(=C1OC)OC